N-((1R,4r)-4-(((6-((R)-1-hydroxyethyl)-8-(isopropylamino)pyrido[3,4-d]pyrimidin-2-yl)amino)methyl)cyclohexyl)acetamide O[C@H](C)C1=CC2=C(N=C(N=C2)NCC2CCC(CC2)NC(C)=O)C(=N1)NC(C)C